NC=1C(=CC2=C(OC(O2)(C2=CC=CC=C2)C)C1)C=O 6-amino-2-methyl-2-phenylbenzo[d][1,3]dioxolane-5-carbaldehyde